[In].[Y] yttrium-indium